C(C=C)(=O)O[Si](OCC)(OCC)CCC1=CC=CC=C1 acryloxyphenylethyldiethoxysilane